COC=1C=CC(=NC1)C1=CC=C(C=C1)B(O)O 4-(5-methoxy-pyridin-2-yl)-phenylboronic acid